N1(CCOCC1)C1=CC=C2C(=N1)NC=C2C2=NC(=NC=C2C(F)(F)F)N[C@@H]2CNCCC2 (S)-4-(6-morpholinyl-1H-pyrrolo[2,3-b]pyridin-3-yl)-N-(piperidin-3-yl)-5-(trifluoromethyl)pyrimidin-2-amine